ClC1=C(C=C(C=C1)F)[C@@H]1N(CCC1)N(C(=O)C1NCC(N(C1)C(=O)[O-])C)C=1C=NN2C1N=CC=C2 5-((R)-(2-(2-chloro-5-fluorophenyl)pyrrolidin-1-yl)pyrazolo[1,5-a]pyrimidin-3-ylcarbamoyl)-2-methylpiperazine-1-carboxylate